(2S,4R)-N-((R)-1-(4-carbamimidoylthiophen-2-yl)-2-hydroxyethyl)-4-(difluoromethoxy)-1-((4-phenoxybenzoyl)glycyl)pyrrolidine-2-carboxamide C(N)(=N)C=1C=C(SC1)[C@@H](CO)NC(=O)[C@H]1N(C[C@@H](C1)OC(F)F)C(CNC(C1=CC=C(C=C1)OC1=CC=CC=C1)=O)=O